C(C)(C)O[Al] monoisopropoxyaluminum